[Na+].ClC=1C(=C(C(=O)[NH-])C=CC1)O 3-chloro-2-hydroxybenzamide sodium salt